N1(C=CC2=CC=CC=C12)C1=NC(=NC=N1)NC=1C(=CC(=C(C1)NC(C=C)=O)N1CCN(CC1)C)OC N-(5-((4-(1H-indol-1-yl)-1,3,5-triazin-2-yl)amino)-4-methoxy-2-(4-methylpiperazin-1-yl)phenyl)acrylamide